tert-butyl N-[(3R,4S)-1-(2-chloro-5-iodo-4-pyridyl)-3-fluoro-4-piperidyl]carbamate ClC1=NC=C(C(=C1)N1C[C@H]([C@H](CC1)NC(OC(C)(C)C)=O)F)I